(2S)-2-({[(9H-fluoren-9-yl)methoxy]carbonyl}amino)-3-{1-[(pyridin-3-yl)methyl]-1H-indol-3-yl}propanoic acid C1=CC=CC=2C3=CC=CC=C3C(C12)COC(=O)N[C@H](C(=O)O)CC1=CN(C2=CC=CC=C12)CC=1C=NC=CC1